NC1=C(C(=NN1C(C)C)C1=C(C(=C(C=C1)CC(=O)NC1=CC(=NO1)C12CC(C1)(C2)C)F)F)C#N 2-[4-(5-Amino-4-cyano-1-isopropylpyrazol-3-yl)-2,3-difluorophenyl]-N-(3-[3-methylbicyclo[1.1.1]pentan-1-yl]-1,2-oxazol-5-yl)acetamide